C1(CC1)S(=O)(=O)NC=1SC=C(N1)CC(=O)NC1=C(C=C(C=C1)C=1C=NC=CC1)F 2-(2-(cyclopropanesulfonylamino)thiazol-4-yl)-N-(2-fluoro-4-(pyridin-3-yl)phenyl)acetamide